ClC1=NC(=NC(=C1)N1CC(CCC1)(F)F)OC[C@]12CCCN2C[C@@H](C1)F (2R,7aS)-7a-({[4-chloro-6-(3,3-difluoropiperidin-1-yl)pyrimidin-2-yl]oxy}methyl)-2-fluorohexahydro-1H-pyrrolizine